C(C)(C)(C)OC(=O)C=1C=CC2=C(N(C(=N2)CN2CC3=C(CCC2)C=CC=C3OC3=CC=C(C=C3)Cl)C[C@H]3OCC3)C1 (S)-2-((9-(4-Chlorophenoxy)-1,3,4,5-tetrahydro-2H-benzo[c]azepine-2-Yl)methyl)-1-((oxetan-2-yl)methyl)-1H-benzo[d]imidazole-6-carboxylic acid tert-butyl ester